1-benzyl 4-methyl 3-(4-carbamoylphenyl)piperidine-1,4-dicarboxylate C(N)(=O)C1=CC=C(C=C1)C1CN(CCC1C(=O)OC)C(=O)OCC1=CC=CC=C1